CC=1C(=NC=C(C(=O)NCC2=CC=NC=C2)C1)N1CC=2C=C(C=NC2CC1)C 5-methyl-6-(3-methyl-7,8-dihydro-1,6-naphthyridin-6(5H)-yl)-N-(pyridin-4-ylmethyl)nicotinamide